(Z)-2-(5-Fluoro-1-(4-((4-fluorophenethyl)sulfinyl)benzylidene)-2-methyl-1H-inden-3-yl)acetic acid FC=1C=C2C(=C(/C(/C2=CC1)=C/C1=CC=C(C=C1)S(=O)CCC1=CC=C(C=C1)F)C)CC(=O)O